8-(3-methoxy-1-(tetrahydro-2H-pyran-2-yl)-1H-pyrazolo[3,4-b]pyrazin-6-yl)-2-(6-(trifluoromethyl)pyridin-3-yl)-2,8-diazaspiro[4.5]decan-3-one COC1=NN(C2=NC(=CN=C21)N2CCC1(CC(N(C1)C=1C=NC(=CC1)C(F)(F)F)=O)CC2)C2OCCCC2